CN(C=CC(=O)C1=C(C=CC=C1OC)O)C 3-dimethylamino-1-(2-hydroxy-6-methoxyphenyl)prop-2-en-1-one